methylguanosine-5'-triphosphate P(O)(=O)(OP(=O)(O)OP(=O)(O)O)OC[C@@H]1[C@H]([C@H]([C@@](O1)(N1C=NC=2C(=O)NC(N)=NC12)C)O)O